Methyl (2R,3R,3aR,11aS)-2-hydroxy-3-[(1E,3ξ,4ξ)-3-hydroxy-4-(trifluoromethyl)-1-octen-1-yl]-1,2,3,3a,4,5,6,11a-octahydrobenzo[b]cyclopenta[g]oxocine-9-carboxylate O[C@@H]1C[C@H]2[C@H](CCCC3=C(O2)C=C(C=C3)C(=O)OC)[C@H]1\C=C\C(C(CCCC)C(F)(F)F)O